BrCC=1C=C(OCCO[Si](C)(C)C(C)(C)C)C=C(C1)C [2-(3-bromomethyl-5-methyl-phenoxy)-ethoxy]-tert-butyldimethyl-silane